C(C)(C)(C)OC(=O)NC1=CC(=C(C(=N1)C)Cl)S.[Na] sodium 6-((tert-butoxycarbonyl)amino)-3-chloro-2-methylpyridine-4-thiol